(3S,5R)-N-(3-chloro-4-fluorophenyl)-2-methyl-5-(5-(1-methyl-1H-imidazol-4-yl)thiazol-2-yl)-1,2,6-thiadiazinane-3-carboxamide 1,1-dioxide ClC=1C=C(C=CC1F)NC(=O)[C@H]1N(S(N[C@H](C1)C=1SC(=CN1)C=1N=CN(C1)C)(=O)=O)C